COC1=CC=C(C=C1)N=NC1=CC=CC=C1 4-methoxyazobenzene